N(=[N+]=[N-])CCOCCOCCOCCOCCOCCOCCOCCOCCN(C[C@@H]([C@H]([C@@H]([C@@H](CO)O)O)O)O)C[C@@H]([C@H]([C@@H]([C@@H](CO)O)O)O)O (29S,30R,31R,32R)-1-azido-27-((2S,3R,4R,5R)-2,3,4,5,6-pentahydroxyhexyl)-3,6,9,12,15,18,21,24-octaoxa-27-azatritriacontane-29,30,31,32,33-pentaol